CN1C[C@@H]2N(CC1)C(CC2)=O (R)-2-methyl-hexahydropyrrolo[1,2-a]pyrazin-6(2H)-one